CN[C@H]1[C@H](CCCC1)O (1S,2R)-2-(methylamino)-cyclohexan-1-ol